BrC=1C=C(C2=C(CCO2)C1)C(=O)OC Methyl 5-bromo-2,3-dihydro-1-benzofuran-7-carboxylate